2-(4-(4,5-dimethoxy-2-(4-oxo-4H-chromene-2-carboxamido)benzamido)phenyl)-N-((1-methyl-1H-indazol-5-yl)methyl)-N-((1-oxidopyridin-3-yl)methyl)ethan-1-amine oxide COC1=CC(=C(C(=O)NC2=CC=C(C=C2)CC[N+](CC=2C=[N+](C=CC2)[O-])(CC=2C=C3C=NN(C3=CC2)C)[O-])C=C1OC)NC(=O)C=1OC2=CC=CC=C2C(C1)=O